(5-(2-hexyloctanoyl) furan-2-yl) methanesulfonate CS(=O)(=O)OC=1OC(=CC1)C(C(CCCCCC)CCCCCC)=O